C(C)(=O)[O-].C(C)(=O)[O-].C1(=CC=CC=C1)P(C1=CC=CC=C1)C1=CC=CC=C1.C1(=CC=CC=C1)P(C1=CC=CC=C1)C1=CC=CC=C1.[Pd+2] palladium(II) bis(triphenylphosphine) diacetate